CC1=C(C=CC=C1)C1=NOC(=N1)C=1C=C2C(=NC1)N(N=N2)C(C)C 3-(2-methylphenyl)-5-[3-(propan-2-yl)-3H-[1,2,3]triazolo[4,5-b]pyridin-6-yl]-1,2,4-oxadiazole